acryloylcarboxylic acid C(C=C)(=O)C(=O)O